4-bromo-2,5-dimethylpyridine BrC1=CC(=NC=C1C)C